N-(4-(3-fluoro-4-(propylsulfonylamino)phenyl)-7H-pyrrolo[2,3-d]pyrimidin-2-yl)cyclopropylcarboxamide FC=1C=C(C=CC1NS(=O)(=O)CCC)C=1C2=C(N=C(N1)NC(=O)C1CC1)NC=C2